3-(Butylsulfonyl)-4-fluorobenzoic acid butyl ester C(CCC)OC(C1=CC(=C(C=C1)F)S(=O)(=O)CCCC)=O